((1S,5S)-6-(3,5-dimethoxyphenyl)-9,9-dimethyl-3,6-diazabicyclo[3.2.2]nonan-3-yl)(1,1-dioxidothio-morpholino)methanone COC=1C=C(C=C(C1)OC)N1[C@@H]2CN(C[C@H](C1)CC2(C)C)C(=O)N2CCS(CC2)(=O)=O